COC=1C=C(C=C2C(=NC=NC12)NCC=1N=NC(=CC1)C)C=1SC=C(N1)C 8-Methoxy-N-((6-methylpyridazin-3-yl)methyl)-6-(4-methylthiazol-2-yl)quinazolin-4-amine